(S)-3-((((9H-Fluoren-9-yl)methoxy)carbonyl)(methyl)amino)-4-oxo-4-(piperidin-1-yl)butanoic acid C1=CC=CC=2C3=CC=CC=C3C(C12)COC(=O)N([C@@H](CC(=O)O)C(N1CCCCC1)=O)C